CNC=1N=CC(=C2C=C(N=CC12)NC(=O)C1CC1)C12CC(C1)(C2)C2=CC=NC=C2 N-(8-(methylamino)-5-(3-(pyridin-4-yl)bicyclo[1.1.1]pentan-1-yl)-2,7-naphthyridin-3-yl)cyclopropanecarboxamide